C[C@H]1CN(CCN1C(CN1N=CC(=C1)C1=NC(=NC(=C1)C(F)(F)F)N1[C@H](CC1)C)=O)C(=O)OC(C)(C)C tert-butyl (3S)-3-methyl-4-[2-[4-[2-[(2S)-2-methylazetidin-1-yl]-6-(trifluoromethyl)pyrimidin-4-yl]pyrazol-1-yl]acetyl]piperazine-1-carboxylate